COC1=CC=C(C=C1)N1CCCCC1 N-(4-methoxyphenyl)piperidine